CN1N=CC=C1C1=C(C(=NC=2C[C@H](CCC12)C1=CC=NN1C)N1CC2(CN(C2)C(C=C)=O)CC1)C#N (7S)-4,7-bis(1-methyl-1H-pyrazol-5-yl)-2-(2-(2-propenoyl)-2,6-diazaspiro[3.4]octan-6-yl)-5,6,7,8-tetrahydro-3-quinolinecarbonitrile